C(C)(C)(C)OC(=O)NC=1C(=NC=CC1)COC1CCC(CC1)C1=C(OCC(=O)OCC)C=CC=C1 ethyl 2-[2-[(1s,4s)-4-([3-[(tert-butoxycarbonyl)amino]pyridin-2-yl]methoxy)cyclohexyl]phenoxy]acetate